ClC=1C(=NC=CN1)SCCC(C#N)C#N [2-(3-chloropyrazin-2-yl)sulfanylethyl]malononitrile